3-(2-hydroxypropan-2-yl)-4-methyl-5-oxo-4,5-dihydro-1H-1,2,4-triazol OC(C)(C)C1=NNC(N1C)=O